ethyl 7-bromo-6-iodoisoquinoline-3-carboxylate BrC1=C(C=C2C=C(N=CC2=C1)C(=O)OCC)I